[Ni](Br)Br.N1=C(C=CC=C1)C1=NC=CC=C1 2,2'-bipyridine nickel dibromide